FC1=C(C=C(C=C1)NC(=O)C=1C=C(N2CCCCC12)C(C(NC1(CCC1)C(F)(F)F)=O)=O)C N-(4-fluoro-3-methylphenyl)-3-(2-oxo-2-((1-(trifluoromethyl)cyclobutyl)amino)acetyl)-5,6,7,8-tetrahydroindolizine-1-carboxamide